CC1O[C@@H]2[C@H](O1)[C@H](CC2=O)C2=CC(=CC=C2)OC(F)(F)F (3aR,6R,6aR)-2-methyl-6-[3-(trifluoromethoxy)phenyl]-tetrahydro-2H-cyclopenta[d][1,3]dioxol-4-one